(S)-1-ethyl-5-(6-(2-hydroxy-6-methyl-4-(trifluoromethyl)phenyl)-2H-pyrazolo[3,4-b]pyrazin-2-yl)piperidin-2-one C(C)N1C(CC[C@@H](C1)N1N=C2N=C(C=NC2=C1)C1=C(C=C(C=C1C)C(F)(F)F)O)=O